Propylformate C(CC)OC=O